1-(2-(2-oxa-5-azabicyclo[2.2.2]octan-5-yl)ethyl)-6-(4-fluorophenyl)-4-hydroxy-2-oxo-N-(spiro[2.3]hexan-5-yl)-1,2-dihydro-1,8-naphthyridine-3-carboxamide C12OCC(N(C1)CCN1C(C(=C(C3=CC(=CN=C13)C1=CC=C(C=C1)F)O)C(=O)NC1CC3(CC3)C1)=O)CC2